C(CCC)C=1C(=NC2=CC=CC=C2N1)C=1C(=C(C=2C(=NC=CN2)N1)C)C1=CC=CC=C1 6-(3-butylquinoxalin-2-yl)-8-methyl-7-phenylpyrido[2,3-b]pyrazine